(S)-{2,2'-bis[bis(3,5-xylyl)phosphino]-1,1'-binaphthyl} C1(=CC(=CC(=C1)C)C)P(C1=C(C2=CC=CC=C2C=C1)C1=C(C=CC2=CC=CC=C12)P(C1=CC(=CC(=C1)C)C)C1=CC(=CC(=C1)C)C)C1=CC(=CC(=C1)C)C